ClC1=NC(=NC(=C1)C=1C=CC=2C3(C4=CC=CC=C4C2C1)CCCCC3)C3=CC=CC=C3 4-chloro-2-phenyl-6-(spiro[cyclohexane-1,9'-fluoren]-3'-yl)pyrimidine